CN1C(=CC2=CC=CC=C12)C(C)NC1=CC=C(C=C1)O 4-((1-(1-methyl-1H-indol-2-yl)ethyl)amino)phenol